1-acetyl-4-azido-2-ethyl-3-methyl-1,2,3,4-tetrahydroquinoline-6-carboxylate C(C)(=O)N1C(C(C(C2=CC(=CC=C12)C(=O)[O-])N=[N+]=[N-])C)CC